C(C)(C)(C)OC(=O)NCC1(CC(=C(CC1)C1=CC=C(C=C1)Cl)CN1CCN(CC1)C1=CC=C(C(=O)O)C=C1)C 4-(4-((4-(((tert-butoxycarbonyl)amino)methyl)-4'-chloro-4-methyl-3,4,5,6-tetrahydro-[1,1'-biphenyl]-2-yl)methyl)piperazin-1-yl)benzoic acid